4-(2,4,5-TRIFLUOROPHENYL)PIPERIDIN-2-ONE FC1=C(C=C(C(=C1)F)F)C1CC(NCC1)=O